tert-butyl 9-(4-(4-chloro-7-(phenylsulfonyl)-7H-pyrrolo[2,3-d]pyrimidin-6-yl) phenethyl)-3,9-diazaspiro[5.5]undecane-3-carboxylate ClC=1C2=C(N=CN1)N(C(=C2)C2=CC=C(CCN1CCC3(CCN(CC3)C(=O)OC(C)(C)C)CC1)C=C2)S(=O)(=O)C2=CC=CC=C2